CN(CCOCC(=O)N(CC)CC)C 2-[2-(dimethylamino)ethoxy]-N,N-diethyl-acetamide